C(C)C1(CS(C2=C(N(C1)C1=CC=CC=C1)C=C(C(=C2)OC[C@](C(=O)O)(C)F)SC)(=O)=O)CC (S)-3-((3,3-diethyl-7-(methylsulfanyl)-1,1-dioxo-5-phenyl-2,3,4,5-tetrahydro-1,5-benzothiazepin-8-yl)oxy)-2-fluoro-2-methylpropanoic acid